2-anilino-1,3-thiazole-4-carboxylic acid N(C1=CC=CC=C1)C=1SC=C(N1)C(=O)O